C(C)(C)(C)OC(=O)N1[C@@H](CCC1=O)C(=O)OC(C)(C)C (2S)-5-oxo-pyrrolidine-1,2-dicarboxylic acid di-tert-butyl ester